ClC=1C=C2C(=CC(=NC2=CC1)C(F)(F)F)NCC1(CN(CC1)C(=O)NC)C1=NC=C(C=C1)F 3-(((6-Chloro-2-(trifluoromethyl)quinolin-4-yl)amino)methyl)-3-(5-fluoropyridin-2-yl)-N-methylpyrrolidine-1-carboxamide